(2-oxo-2,3-dihydro-1H-benzo[d]imidazole-5-carbonyl)indoline-4-carboxylic acid methyl ester COC(=O)C=1C=2CCN(C2C=CC1)C(=O)C1=CC2=C(NC(N2)=O)C=C1